CCCCCCCCCCCCCC(=O)OC[C@H](COP(=O)([O-])OCC[N+](C)(C)C)OC(=O)CCCCCCC/C=C/C=C/C=C/C=C/CC 1-tetradecanoyl-2-(9E,11E,13E,15E-octadecatetraenoyl)-sn-glycero-3-phosphocholine